BrC=1C=CC(=C(C1)C#CCCC(C=C)O)C 7-(5-bromo-2-methylphenyl)hept-1-en-6-yn-3-ol